2-iodo-4,5,6,7-tetrahydropyrazolo[1,5-a]pyrazine hydrochloride Cl.IC1=NN2C(CNCC2)=C1